methylsulfonyloxy (mesylate) S(C)(=O)(=O)OOS(=O)(=O)C